(R)-benzyl 2-(((benzyloxy)carbonyl)amino)-3-(3-(5-ethyl-1-methyl-1H-pyrazol-4-yl)-5-fluorobenzamido)propanoate C(C1=CC=CC=C1)OC(=O)N[C@@H](C(=O)OCC1=CC=CC=C1)CNC(C1=CC(=CC(=C1)F)C=1C=NN(C1CC)C)=O